(Ra)-6-(1-(4-(2-Ethoxypyridin-4-yl)benzyl)-4-methoxy-1H-pyrrolo[3,2-c]pyridin-7-carboxamido)spiro[3.3]heptan C(C)OC1=NC=CC(=C1)C1=CC=C(CN2C=CC=3C(=NC=C(C32)C(=O)NC3CC2(CCC2)C3)OC)C=C1